tert-butyldimethyl(((S)-2,5,7,8-tetramethyl-2-((3E,7E)-4,8,12-trimethyltrideca-3,7,11-trien-1-yl)chroman-6-yl)oxy)silane C(C)(C)(C)[Si](OC=1C(=C2CC[C@@](OC2=C(C1C)C)(CC\C=C(\CC\C=C(\CCC=C(C)C)/C)/C)C)C)(C)C